5-chloro-2-(difluoromethyl)-7-(morpholin-4-yl)indazole ethyl-3-(1-isopropyl-4,5,6,7-tetrahydro-1H-benzo[d][1,2,3]triazol-5-yl)propanoate C(C)OC(CCC1CC2=C(N(N=N2)C(C)C)CC1)=O.ClC1=CC2=CN(N=C2C(=C1)N1CCOCC1)C(F)F